FC(S(=O)(=O)OC=1CCOC(C1)C1=CN(C(C=C1)=O)CC1CC1)(F)F [6-[1-(cyclopropylmethyl)-6-oxo-3-pyridyl]-3,6-dihydro-2H-pyran-4-yl] trifluoromethanesulfonate